trimethylsilyl propylene phosphite P1(O[Si](C)(C)C)OCC(C)O1